C(#N)C1=C(C=C(C=C1)N1[C@@H](O[C@@H](C1)C(=O)NC1=CC=C(C=C1)C#N)C(F)(F)F)C(F)(F)F (2S,5S)-3-(4-Cyano-3-(trifluoromethyl)phenyl)-N-(4-cyanophenyl)-2-(trifluoromethyl)oxazolidin-5-carboxamid